FC1=CC=C(C=C1)[C@@H]1N(CCC2=CC=CC=C12)C1=N[C@]2(CO1)C[C@H](CC2)NC(OC(C)(C)C)=O tert-butyl ((5S,7S)-2-((S)-1-(4-fluorophenyl)-3,4-dihydroisoquinolin-2(1H)-yl)-3-oxa-1-azaspiro[4.4]non-1-en-7-yl)carbamate